C(CCCCCCC)NC(OC1=C(C=CC(=C1)C=1C=NC=C(C1)C=1OC=CN1)C)=O 2-methyl-5-(5-(oxazol-2-yl)pyridin-3-yl)phenyl octylcarbamate